(Z)-4-(difluoromethyl)-2-((dimethylamino)methylene)-4-methyl-3-oxopyrrolidine-1-carboxylic acid tert-butyl ester C(C)(C)(C)OC(=O)N1\C(\C(C(C1)(C)C(F)F)=O)=C/N(C)C